NC1=NC=2C=CC(=CC2C2=C1C(OC2)C)C(=O)N(CC2CCOCC2)CC2=NC=C(C=C2)C#N 4-amino-N-((5-cyanopyridin-2-yl)methyl)-3-methyl-N-((tetrahydro-2H-pyran-4-yl)methyl)-1,3-dihydrofuro[3,4-c]quinoline-8-carboxamide